N-(3-chloro-5-(methylsulfonyl)phenyl)-1-(5-(2-oxopyrrolidin-1-yl)pyridin-2-yl)-1H-pyrazole-4-carboxamide ClC=1C=C(C=C(C1)S(=O)(=O)C)NC(=O)C=1C=NN(C1)C1=NC=C(C=C1)N1C(CCC1)=O